CC1=NOC(=C1C=1C=C(C=CC1OCCN1CC(N(CC1)C)=O)NC(=O)C1CC1)C N-[3-(3,5-dimethylisoxazol-4-yl)-4-[2-(4-methyl-3-oxo-piperazin-1-yl)ethoxy]phenyl]cyclopropanecarboxamide